(S)-1-(1-benzylpyrrolidine-3-yl)-3-(3-methoxyphenyl)urea C(C1=CC=CC=C1)N1C[C@H](CC1)NC(=O)NC1=CC(=CC=C1)OC